C1(=CC=CC=C1)[S+](=O)(C1=CC=C(C=C1)CCCCCCCCCCCCCCCCCC)C1=CC=CC=C1 diphenyl-(p-octadecylphenyl)sulfoxonium